COC(C(=NOC)C1=C(C=CC=C1)C)=O 2-methyl-alpha-methoxyiminophenyl-acetic acid methyl ester